2-(((1-(2-Hydroxyethyl)azetidin-3-yl)carbamoyl)oxy)-3-(palmitoyloxy)propyl oleate C(CCCCCCC\C=C/CCCCCCCC)(=O)OCC(COC(CCCCCCCCCCCCCCC)=O)OC(NC1CN(C1)CCO)=O